tetradecylaminobutyryl-valyl-aminobutyric acid C(CCCCCCCCCCCCC)NCCCC(=O)N[C@@H](C(C)C)C(=O)C(C(=O)O)(CC)N